CC=1N(C(=C2C(N(N=CC21)C=2C=NC=CC2)=O)C)C2=CC=CC=C2 5,7-dimethyl-6-phenyl-2-(pyridin-3-yl)-2,6-dihydro-1H-pyrrolo[3,4-d]pyridazin-1-one